(2-((5-bromo-2-((2-methoxy-5-methyl-4-(4-(4-methylpiperazin-1-yl)piperidin-1-yl)phenyl)amino)pyrimidine-4-yl)amino)-5-methylphenyl)dimethylphosphorus oxide BrC=1C(=NC(=NC1)NC1=C(C=C(C(=C1)C)N1CCC(CC1)N1CCN(CC1)C)OC)NC1=C(C=C(C=C1)C)P(C)(C)=O